CC(=C[Si](OCC)(OCC)OCC)C 2-methyl-1-propenyltriethoxysilane